bisethylhexyl-oxyphenoxyphenol C(C)C=1C(=C(C(=C(C1)O)OC1=CC=CC=C1)OCCCCCC)CC